(2,2-dimethyl-1,3-dioxolan-4-yl)methyl mercaptan CC1(OCC(O1)CS)C